1-cyclopropyl-N-((3S,4R)-3-fluoropiperidin-4-yl)-2-(3-((2-methoxy-4-(methylsulfonyl)phenyl)amino)prop-1-yn-1-yl)-1H-indol-4-amine C1(CC1)N1C(=CC=2C(=CC=CC12)N[C@H]1[C@H](CNCC1)F)C#CCNC1=C(C=C(C=C1)S(=O)(=O)C)OC